6-(3-Amino-1H-pyrazol-4-yl)-3-[1-(3-methoxyphenyl)ethyl]quinazolin-4-one NC1=NNC=C1C=1C=C2C(N(C=NC2=CC1)C(C)C1=CC(=CC=C1)OC)=O